BrC1=C(C=CC2=CC=CC=C12)OCC 1-bromo-2-ethoxynaphthalene